6-bromo-N4-(1-methylpiperidin-4-yl)-N1-(2,2,2-trifluoroethyl)benzene-1,2,4-triamine BrC=1C=C(C=C(C1NCC(F)(F)F)N)NC1CCN(CC1)C